P(=O)(O)(O)OC=1C(=C2C=CC=CC2=CC1)C1=CC=CC2=CC=CC=C12 (+/-)-binaphthol phosphate